OC1C(OC[C@@]1(CO)O)OC1C(OC(C(C1O)O)CO)OC1=CC=C(C=C1)C=CC(=O)C1=C(C=C(C=C1)O)O 3-[4-[3-[(4R)-3,4-Dihydroxy-4-(hydroxymethyl)oxolan-2-yl]oxy-4,5-dihydroxy-6-(hydroxymethyl)oxan-2-yl]oxyphenyl]-1-(2,4-dihydroxyphenyl)prop-2-en-1-one